ClC1=C(C=CC=C1)N1N=C2C(=C1C1=CC=C(C=C1)Cl)OCCCC2NC(=O)C2CCNCC2 N-(2-(2-chlorophenyl)-3-(4-chlorophenyl)-5,6,7,8-tetrahydro-2H-oxepino[3,2-c]pyrazol-8-yl)piperidine-4-carboxamide